ClC=1C(=NC(=NC1)NC1=C(C=C(C=C1)N1CCN(CC1)CC)OC(F)F)NC=1C(=CSC1)C(=O)N 4-((5-chloro-2-((2-(difluorometh-oxy)-4-(4-ethylpiperazin-1-yl)-phenyl)amino)pyrimidin-4-yl)-amino)thiophene-3-carboxamide